O1COC2=C1C=CC(=C2)N(C(=O)NC2=CC(=CC=C2)Cl)CC2=NN=C1N2CCCC1 1-(benzo[d][1,3]dioxol-5-yl)-3-(3-chlorophenyl)-1-((5,6,7,8-tetrahydro-[1,2,4]triazolo[4,3-a]pyridin-3-yl)methyl)urea